(4-(9H-carbazol-9-yl)phenyl)-N-[4-(1-naphthyl)phenyl]aniline C1=CC=CC=2C3=CC=CC=C3N(C12)C1=CC=C(C=C1)N(C1=CC=CC=C1)C1=CC=C(C=C1)C1=CC=CC2=CC=CC=C12